C12NCC(/C(/C1)=N/O)C2 (E)-2-azabicyclo[2.2.1]heptan-5-one oxime